ClC=1C(=NC=C(C1)Cl)OC1CCC2(C(NC3=CC=C(C(=C23)F)C(=O)O)=O)CC1 cis-4-((3,5-dichloropyridin-2-yl)oxy)-4'-fluoro-2'-oxospiro[cyclohexane-1,3'-indoline]-5'-carboxylic acid